2-chloro-4-(3,5-dimethyl-1H-1,2,4-triazol-1-yl)-1,3,5-triazine ClC1=NC=NC(=N1)N1N=C(N=C1C)C